C(CCCCC)OC(C(CC)C)=O.ClCC(=O)N1C2=C(OC[C@@H]1C)N=C(C(=C2)CC2=CC=C(C=C2)F)NC2CC2 (S)-2-chloro-1-(6-(cyclopropylamino)-7-(4-fluorobenzyl)-2-methyl-2,3-dihydro-1H-pyrido[2,3-b][1,4]oxazin-1-yl)ethan-1-one hexyl-2-methylbutanoate